ClC1=C(C(=C(C=C1OC)OC)Cl)N1C(N(C2=NC(=NC=C2C1)NC)C1CCN(CC1)C(\C=C\CN(C)C)=O)=O (E)-3-(2,6-dichloro-3,5-dimethoxyphenyl)-1-(1-(4-(dimethylamino)but-2-enoyl)piperidin-4-yl)-7-(methylamino)-3,4-dihydropyrimido[4,5-d]pyrimidin-2(1H)-one